C(C)OC(C(C(=O)OCC)C1=C(C=C(C=C1F)F)F)=O 2-(2,4,6-Trifluorophenyl)malonic acid diethyl ester